CN1[C@@H](C(=CCC1)C1=CC=2C(=NC=CC2NC=2C(=CC3=C(N=CS3)C2F)F)S1)C (R)-N-(2-(1,2-dimethyl-1,2,5,6-tetrahydropyridin-3-yl)thieno[2,3-b]pyridin-4-yl)-4,6-difluorobenzo[d]thiazol-5-amine